CC=1C=C(CNC2=NC=C(C(=O)O)C=C2)C=CC1C 6-((3,4-dimethylbenzyl)amino)nicotinic acid